ClC1=CC=C(CNC(=O)C2=NC=C3N2CCN(C3=O)CC3(CC3)S(=O)(=O)C(C(=O)O)(C)C)C=C1 2-((1-((3-((4-chlorobenzyl)carbamoyl)-8-oxo-5,6-dihydroimidazo[1,5-a]pyrazin-7(8H)-yl)methyl)cyclopropyl)sulfonyl)-2-methylpropanoic acid